C(C1CO1)OC1=CC2=C3C=C4C=CC=CC4=CC3=CC=C2C=C1 2-tetraphenyl glycidyl ether